N(=[N+]=[N-])CC(=O)N[C@@H]1C(OC(C(CC)C)=O)O[C@@H]([C@H]([C@@H]1OC(C)=O)OC(C)=O)COP(=O)(OC1=CC=CC=C1)N[C@@H](C)C(=O)OCC1=C2C=CC=NC2=CC=C1 2-Methylbutanoyl 2-(2-azidoacetylamino)-2-deoxy-3,4-di-O-acetyl-6-O-(((S)-1-quinolin-5-ylmethoxycarbonylethylamino) (phenoxy) phosphoryl)-D-mannopyranoside